3-[N-Carbamoyl-3-[(2S)-2-carboxy-2-[(3R)-pyrrolidin-3-ylethyl]anilino]phenyl]-2-[(3R)-pyrrolidin-3-yl]propanoic acid C(N)(=O)N(C1[C@@](C=CC=C1)(CC[C@H]1CNCC1)C(=O)O)C=1C=C(C=CC1)CC(C(=O)O)[C@@H]1CNCC1